(S)-8-(5-(5-(1-(1H-pyrrolo[2,3-b]pyridin-4-yl)ethoxy)-1H-indazol-3-yl)pyridin-2-yl)-1-methyl-1,8-diazaspiro[4.5]decan-2-one N1C=CC=2C1=NC=CC2[C@H](C)OC=2C=C1C(=NNC1=CC2)C=2C=CC(=NC2)N2CCC1(CCC(N1C)=O)CC2